cis-(3aRS,9bRS)-7-[2-((Z)-3-diethylaminoprop-1-enyl)-4-fluorobenzenesulfonylamino]-1,3a,4,9b-tetrahydro-2H-furo[2,3-c]chromene-6-carboxylic acid C(C)N(C\C=C/C1=C(C=CC(=C1)F)S(=O)(=O)NC1=CC=C2[C@@H]3[C@H](COC2=C1C(=O)O)OCC3)CC |r|